(2-hydroxyethyl)isobutyramide OCCC(C(=O)N)(C)C